4-((3-cyclopropyl-1-p-toluenesulfonyl-1H-pyrrolo[3,2-b]pyridin-5-yl)methyl)-3,5-dimethylphenyl trifluoromethanesulfonate FC(S(=O)(=O)OC1=CC(=C(C(=C1)C)CC1=CC=C2C(=N1)C(=CN2S(=O)(=O)C2=CC=C(C)C=C2)C2CC2)C)(F)F